P(=O)([O-])([O-])[O-].[Co+2].[Na+] sodium-cobalt phosphate